NC=1C=C(C=CC1[N+](=O)[O-])C1=CC=CC=C1 3-amino-4-nitrobiphenyl